O1CCC(CC1)C(C=CC=CC=C)=O 1-(tetrahydro-2H-pyran-4-yl)hept-2,4,6-trien-1-one